C1(=CC=CC=C1)S(=O)(=O)N1C(=C2CCC(C(C2=C1)=O)Br)C1=CC=CC=C1 2-(benzenesulfonyl)-5-bromo-1-phenyl-2,5,6,7-tetrahydro-4H-isoindol-4-one